C1N(CCC2=CC=CC=C12)C1=CC(=C(C(=C1)C)NC(CC(C)(C)C)=O)OC N-[4-(3,4-dihydro-1H-isoquinolin-2-yl)-2-methoxy-6-methyl-phenyl]-3,3-dimethylbutanamide